ClC1=CC=C(CC=2C=3N(N=C(C2)C(=O)N)C=CC3)C=C1 4-(4-chlorobenzyl)-pyrrolo[1,2-b]Pyridazine-2-carboxamide